tungsten monocarbonate C([O-])([O-])=O.[W+2]